N-[1-[4-[(5-fluoro-6-phenoxy-3-pyridyl)amino]pyrido[3,2-d]pyrimidin-6-yl]azetidin-3-yl]prop-2-enamide FC=1C=C(C=NC1OC1=CC=CC=C1)NC=1C2=C(N=CN1)C=CC(=N2)N2CC(C2)NC(C=C)=O